(Z)-cyanomethoxy-imino(phenyl)-acetonitrile C(#N)CO\N=C(/C#N)\C1=CC=CC=C1